C(C)OC1=CN=CC(=N1)C=1C=CC(=NC1)C(=O)O 5-(6-ethoxypyrazin-2-yl)picolinic acid